Cl.CN(CCCN=C=NCC)C ({[3-(dimethylamino)propyl]imino}methylene)(ethyl)amine hydrochloride